CC1(O[C@@H]2[C@H](O1)C(=C[C@H]2N2C=CC1=C2N=CN=C1C=1C=NN(C1)C)C=C)C 7-((3aS,4R,6aR)-2,2-dimethyl-6-vinyl-3a,6a-dihydro-4H-cyclopenta[d][1,3]dioxol-4-yl)-4-(1-methyl-1H-pyrazol-4-yl)-7H-pyrrolo[2,3-d]pyrimidine